[C@H]12CN(C[C@H](CC1)N2)C2=NC(=NC1=C(C(=CC=C21)C=2C(=CC(=C(N)C2)C)C(F)(F)F)F)OC[C@]21CCCN1C[C@@H](C2)F 5-(4-((1R,5S)-3,8-diazabicyclo[3.2.1]oct-3-yl)-8-fluoro-2-(((2R,7aS)-2-fluorotetrahydro-1H-pyrrolizin-7a(5H)-yl)methoxy)quinazolin-7-yl)-2-methyl-4-(trifluoromethyl)aniline